5-((S)-2,2-dimethyltetrahydro-2H-pyran-4-yl)-1-((1S,2S)-2-formyl-1-(5-oxo-4,5-dihydro-1,2,4-oxadiazol-3-yl)cyclopropyl)-N-methyl-N-phenyl-1H-indole-2-carboxamide CC1(OCC[C@@H](C1)C=1C=C2C=C(N(C2=CC1)[C@@]1([C@H](C1)C=O)C1=NOC(N1)=O)C(=O)N(C1=CC=CC=C1)C)C